5-[7-fluoro-1-(pyridin-3-ylmethyl)benzimidazol-2-yl]-1,2,3-thiadiazole FC1=CC=CC2=C1N(C(=N2)C2=CN=NS2)CC=2C=NC=CC2